((1S,5R,6S)-6-Methyl-6-((6-(1-methyl-1H-pyrazol-4-yl)pyrazolo[1,5-a]pyrazin-4-yl)oxy)-3-azabicyclo[3.2.0]heptan-3-yl)prop-2-en-1-one C[C@]1([C@H]2CN(C[C@H]2C1)C(C=C)=O)OC=1C=2N(C=C(N1)C=1C=NN(C1)C)N=CC2